N(O)(C(C(=O)O)CC(=O)O)C(C(=O)O)CC(=O)O hydroximinodisuccinic acid